C[C@H](CS(=O)(=N)NC(O[C@@H](C)C1=CC=CC=C1)=O)CC=C (S)-1-phenylethyl ((2S)-2-methylpent-4-en-1-ylsulfonimidoyl)carbamate